dithienylethene compound with maleic anhydride C1(\C=C/C(=O)O1)=O.S1C(=CC=C1)C=CC=1SC=CC1